3-(4-pyridinyl)propan-1-amine N1=CC=C(C=C1)CCCN